(3R)-1-(1-((5-chloro-2-pyrimidinyl)methyl)-5,6-difluoro-1H-benzoimidazol-2-yl)-4,4-difluoro-3-piperidinamine ClC=1C=NC(=NC1)CN1C(=NC2=C1C=C(C(=C2)F)F)N2C[C@H](C(CC2)(F)F)N